C12(CC(C1)C2)NC(=O)C=2C(N(C1=NC=C(C=C1C2O)C2=CC=C(C=C2)F)CCN2CCC(CC2)F)=O N-(bicyclo[1.1.1]pent-1-yl)-6-(4-fluorophenyl)-4-hydroxy-2-oxo-1-(2-(4-fluoropiperidin-1-yl)ethyl)-1,2-dihydro-1,8-naphthyridine-3-carboxamide